C1(CC1)C1=NC(=CC(=C1)C1=C(C=C(C=C1)F)C=1N(C=C(N1)C#N)C)N1C=NC2=C(C1=O)NC(=C2)CN(C)C[C@H](C)OC 2-[2-[2-cyclopropyl-6-[6-[[[(2S)-2-methoxypropyl]-methylamino]methyl]-4-oxo-5H-pyrrolo[3,2-d]pyrimidin-3-yl]pyridin-4-yl]-5-fluorophenyl]-1-methyl-imidazole-4-carbonitrile